2,2,6,6-tetramethylpiperidin-1-ium 5-chloro-2-(trifluoromethyl)pyridine-4-carboxylate ClC=1C(=CC(=NC1)C(F)(F)F)C(=O)[O-].CC1([NH2+]C(CCC1)(C)C)C